CC1=CC=C(C=C1)C=1C(=CC=CC1)C(=O)O 4'-methyl[1,1'-biphenyl]-2-carboxylic acid